vinyl-imidazole dichlorine salt [Cl].[Cl].C(=C)C=1NC=CN1